6-cyclohexyl-5-(6-(4-(dimethoxymethyl)piperidin-1-yl)pyridin-3-yl)-5,6,7,8-tetrahydronaphthalen-2-ol C1(CCCCC1)C1C(C=2C=CC(=CC2CC1)O)C=1C=NC(=CC1)N1CCC(CC1)C(OC)OC